3-(3-(1H-pyrrol-1-yl)phenyl)-3-(3-(4-hydroxy-1,5-dimethyl-2-oxo-1,2-dihydropyridin-3-yl)ureido)propionic acid N1(C=CC=C1)C=1C=C(C=CC1)C(CC(=O)O)NC(=O)NC=1C(N(C=C(C1O)C)C)=O